2-[3-[2-(benzylamino)propyl]-1-tert-butoxycarbonyl-azetidin-3-yl]-2,2-difluoro-acetic acid C(C1=CC=CC=C1)NC(CC1(CN(C1)C(=O)OC(C)(C)C)C(C(=O)O)(F)F)C